FC(C(=O)O)(F)F.FC=1C=CC(=NC1)S(=O)(=O)NC=1C(=NC=C(C1)C=1C=C2C(=NC=NC2=CC1)N1CCNCC1)OC 5-Fluoro-N-(2-methoxy-5-(4-(piperazin-1-yl)quinazolin-6-yl)pyridin-3-yl)pyridin-2-sulfonamide trifluoroacetate